FC(C=1C=CC2=C(C(NNC2=O)=O)N1)(F)F 2-(trifluoromethyl)-6,7-dihydropyrido[2,3-d]pyridazine-5,8-dione